3,4,5-trimethylpyrrole CC1=CNC(=C1C)C